2-(2-aminoethoxy)-N-(4-((3-(4-methoxyphenyl)imidazo[1,2-a]pyrazin-8-yl)amino)-2-methylphenyl)acetamide 2,2,2-trifluoroacetate FC(C(=O)O)(F)F.NCCOCC(=O)NC1=C(C=C(C=C1)NC=1C=2N(C=CN1)C(=CN2)C2=CC=C(C=C2)OC)C